1-(6,7-dihydro-5H-benzo[6,7]cyclohepta[1,2-c]pyridazin-3-yl)-N3-(6-(3-aminophenyl)pyridine-3-yl)-1H-1,2,4-triazole-3,5-diamine N1=NC(=CC2=C1C1=C(CCC2)C=CC=C1)N1N=C(N=C1N)NC=1C=NC(=CC1)C1=CC(=CC=C1)N